methyl 2-((4-(6-((4-chloro-2-fluorobenzofuran-7-yl) methoxy) pyridin-2-yl) cyclohex-3-en-1-yl) methyl)-1-(((S)-oxetan-2-yl) methyl)-1H-benzo[d]imidazole-6-carboxylate ClC1=CC=C(C2=C1C=C(O2)F)COC2=CC=CC(=N2)C2=CCC(CC2)CC2=NC1=C(N2C[C@H]2OCC2)C=C(C=C1)C(=O)OC